P(=O)(OCCCC)(OCCCC)OCCCCCCCCOP(=O)(OCCCC)OCCCC Tetrabutyl octane-1,8-diyl bisphosphate